ClC=1C=C2C(N3C(=NC2=CC1Cl)[C@H]1CCCN([C@@H]1CC3)C(=O)C3CCOCC3)=O |r| (±)-(4aR,13bS)-10,11-dichloro-4-(tetrahydro-2H-pyran-4-carbonyl)-1,2,3,4,4a,5,6,13b-octahydro-8H-[1,6]naphthyridino[5,6-b]quinazolin-8-one